C(#N)N1CC(CC1)C(=O)NC=1SC=C(N1)C1=CC=CC=C1 1-cyano-N-(4-phenylthiazol-2-yl)pyrrolidine-3-carboxamide